Cl.N=1N2C(=CC1C=1C=C(C(=NC1)N)O[C@@H](C)C1=CC=CC=C1)C1(CC2)CNC1 5-(5',6'-dihydrospiro[azetidine-3,4'-pyrrolo[1,2-b]pyrazol]-2'-yl)-3-[(1S)-1-phenylethoxy]pyridin-2-amine-hydrochloride salt